C(C)(C)(C)OC(=O)N1C[C@@H](NCC1)C.FC1=C(CC2=NOC(=N2)[C@H]2[C@@H](C2)C2=CC=C(C=C2)S(=O)(=O)N)C=CC(=C1)F 4-{(1R,2R)-2-[3-(2,4-difluorobenzyl)-1,2,4-oxadiazol-5-yl]cyclopropyl}benzenesulfonamide tert-butyl-(S)-3-methylpiperazin-1-carboxylate